4-(((1r,3s,5s)-bicyclo[3.1.0]hexane-3-yl)oxy)-2-cyclopropyl-N-((E)-3-(methylsulfonyl)allyl)pyrimidine-5-carboxamide [C@H]12CC(C[C@@H]2C1)OC1=NC(=NC=C1C(=O)NC\C=C\S(=O)(=O)C)C1CC1